2-[4-[3-[3-[6-[8-(1,3-benzothiazol-2-ylcarbamoyl)-3,4-dihydro-1H-isoquinolin-2-yl]-2-tert-butoxycarbonyl-3-pyridyl]-2-methyl-phenoxy]propyl]-1-piperidyl]-2-methyl-propanoic acid S1C(=NC2=C1C=CC=C2)NC(=O)C=2C=CC=C1CCN(CC21)C2=CC=C(C(=N2)C(=O)OC(C)(C)C)C=2C(=C(OCCCC1CCN(CC1)C(C(=O)O)(C)C)C=CC2)C